N[C@H]1[C@@H](CN(CC1)C1=C(C(=C(C(=N1)S[C@@H](C(=O)N)C1=CC=CC=C1)C#N)CC)C#N)O (R)-2-((6-((3R,4R)-4-amino-3-hydroxypiperidin-1-yl)-3,5-dicyano-4-ethylpyridin-2-yl)thio)-2-phenylacetamide